C1(=CC=CC=C1)CS(=O)(=O)OC1=C(O[C@@](C1=O)([2H])C1=C(C=CC(=C1)F)Cl)N (S)-2-amino-5-(2-chloro-5-fluorophenyl)-4-oxo-4,5-dihydrofuran-3-yl-5-d phenylmethanesulfonate